FCCN1C=CC2=CC(=CC=C12)C(=O)N 1-(2-fluoroethyl)indole-5-carboxamide